2-[2-[[5-(4-fluorophenyl)-6-isopropyl-1H-pyrazolo[4,3-g]isoquinolin-8-yl]oxy]-6-azaspiro[3.4]octan-6-yl]acetic acid FC1=CC=C(C=C1)C1=C(N=C(C2=CC3=C(C=C12)C=NN3)OC3CC1(C3)CN(CC1)CC(=O)O)C(C)C